FC(OC1CNCC1)F 3-(difluoro-methoxy)-pyrrolidine